FC(C1=NC=CC=C1SC=1N=C2C(=NC1)NC(=N2)N2CCC1(CC2)[C@@H](C2=C(N=CS2)C1)N)(F)F (S)-1'-(5-((2-(trifluoromethyl)pyridin-3-yl)thio)-1H-imidazo[4,5-b]pyrazin-2-yl)-4,6-dihydrospiro[cyclopenta[d]thiazole-5,4'-piperidin]-6-amine